C(C)(C)(C)NC(=O)C1=C(C(=CC(=C1)Cl)C)NC(=O)C1=CC(=NN1C1=NC=CC=C1Cl)OCF N-[2-(tert-butylcarbamoyl)-4-chloro-6-methylphenyl]-1-(3-chloropyridin-2-yl)-3-(fluoromethoxy)-1H-pyrazole-5-carboxamide